methyl (R)-5-amino-8-(4-(1-hydroxyethyl)phenyl)-2-methyl-7-oxo-7,8-dihydropyrido[2,3-d]pyrimidine-6-carboxylate NC1=C(C(N(C=2N=C(N=CC21)C)C2=CC=C(C=C2)[C@@H](C)O)=O)C(=O)OC